N-hydroxy-4-(2-oleamidoethyl)benzamide ONC(C1=CC=C(C=C1)CCNC(CCCCCCC\C=C/CCCCCCCC)=O)=O